(E)-2-(Phenylmethylideneamino)-2-ethylhexanoic acid ethyl ester C(C)OC(C(CCCC)(CC)/N=C/C1=CC=CC=C1)=O